7-Methylpentadecan CC(CCCCCC)CCCCCCCC